C(C=C)(=O)N1C[C@@H](N(C[C@H]1C)C1=NC=NC2=CC=C(C=C12)C=1C=CC(=NC1)OC)C 5-(4-((2S,5R)-4-acryloyl-2,5-dimethylpiperazin-1-yl)quinazolin-6-yl)-2-methoxypyridine